C(CCC)OC=1C=C(C(=O)N(NC)C)C=C(N1)OCCCC 2,6-dibutoxy-N,N'-dimethylisonicotinohydrazide